C(C)(C)N1C(C2=C3C(C=CC3=C3C(C=C2)=CC=NN3)=N1)=O 4-isopropyl-4,11-dihydro-5H-3,4,10,11-tetraazadibenzo[cd,h]azulen-5-one